COC(=O)C12CC(C1)(C2)NC(=O)C=2C(=NC=C(C2)C(F)(F)F)OC2=C(C=C(C=C2)C#N)OC.NC(CNCCC[Si](OCC)(OCC)C)C N-(2-aminopropyl)-3-aminopropyl-methyldiethoxysilane methyl-3-[[2-(4-cyano-2-methoxy-phenoxy)-5-(trifluoromethyl)pyridine-3-carbonyl]amino]bicyclo[1.1.1]pentane-1-carboxylate